N1=C(C=CC=C1)C1=CC(NC=C1)=O 4-pyridinyl-2(1H)-pyridinone